O1C(CC1)CN1C=NC2=C1C=CC=C2 1-((oxetan-2-yl)methyl)-1H-benzo[d]imidazole